CC1NCC(C1)C 2,4-dimethylpyrrolidin